5-(4-(cyclopentylmethyl)phenyl)-3-((2R,3R)-3-(fluoromethyl)-2-methylazetidin-1-carbonyl)-2-(3-methylpyrazin-2-yl)pyrazolo[1,5-a]pyrimidin-7(4H)-one C1(CCCC1)CC1=CC=C(C=C1)C=1NC=2N(C(C1)=O)N=C(C2C(=O)N2[C@@H]([C@@H](C2)CF)C)C2=NC=CN=C2C